di-t-butyl-(sec-butyl)dimethoxysilane C(C)(C)(C)C(O[SiH](OC)C(C)CC)C(C)(C)C